C1C(CC12CCC2)NC(=O)NCC2=NC(=CC=C2)OC(C(F)(F)F)COC 1-Spiro[3.3]hept-2-yl-3-[6-(2,2,2-trifluoro-1-methoxymethyl-ethoxy)-pyridin-2-ylmethyl]-urea